NC1=CC(=C(C#N)C=C1)F 4-Amino-2-fluorobenzonitrile